tert-butyl 2-((6-(4-fluoro-1H-pyrazol-1-yl) pyridin-3-yl) methyl)-3-methyl-1,4,8-triazaspiro[4.5]decane-1,3-diene-8-carboxylate FC=1C=NN(C1)C1=CC=C(C=N1)CC1=NC2(N=C1C)CCN(CC2)C(=O)OC(C)(C)C